(2S)-1-(triphenylmethyl)aziridine-2-carboxylic acid methyl ester COC(=O)[C@H]1N(C1)C(C1=CC=CC=C1)(C1=CC=CC=C1)C1=CC=CC=C1